P(=O)#CCC(=O)OCCCCCCCCCCOC(C=C)=O acryloyloxydecyl 3-phosphorylpropionate